N,N-dimethyl-3-(2-methyl-2H-tetrazol-5-yl)-4-((4-(trifluoromethyl)phenyl)amino)benzamide CN(C(C1=CC(=C(C=C1)NC1=CC=C(C=C1)C(F)(F)F)C=1N=NN(N1)C)=O)C